C(#N)C1=CC=C(S1)CN1C(C2(CCC1)C(N(CCC2)CC=2SC(=CC2)C#N)=O)=O Racemic-2,8-bis[(5-cyanothiophen-2-yl)methyl]-2,8-diazaspiro[5.5]undecane-1,7-dione